5-((4-(6-((4-chloro-2-fluorobenzyl)oxy)pyridin-2-yl)piperidin-1-yl)methyl)-4-methyl-4H-1,2,4-triazole-3-carbaldehyde ClC1=CC(=C(COC2=CC=CC(=N2)C2CCN(CC2)CC=2N(C(=NN2)C=O)C)C=C1)F